ClC=1C(=NC=CC1C1=NC(=C(C=C1)CN(C(OC(C)(C)C)=O)C[C@H]1NC(CC1)=O)OC)C1=C(C(=CC=C1)NC(C1=NC=C(C(=C1)C=C)OC)=O)C tert-butyl (S)-((3'-chloro-6-methoxy-2'-(3-(5-methoxy-4-vinylpicolinamido)-2-methylphenyl)-[2,4'-bipyridin]-5-yl)methyl)((5-oxopyrrolidin-2-yl)methyl)carbamate